C(C)OC(=O)C1(CC1)C=1N=C2N(C=CC(=C2)C2=C(C(=CC=C2OC)Cl)Cl)C1 1-(7-(2,3-dichloro-6-methoxyphenyl)imidazo[1,2-a]pyridin-2-yl)cyclopropane-1-carboxylic acid ethyl ester